C(C)S(=O)(=O)C1=NN2C(N=CC=C2NC(C(C)(C)C)=O)=C1C1=NC=C(N=C1)OCC(C(F)(F)F)(F)F N-(2-(ethylsulfonyl)-3-(5-(2,2,3,3,3-pentafluoropropoxy)pyrazin-2-yl)pyrazolo[1,5-a]pyrimidin-7-yl)pivalamide